(R)-1-(3-(4-(Cyclopentyloxy)phenyl)-1,2,4-oxadiazol-5-yl)ethan-1-amine C1(CCCC1)OC1=CC=C(C=C1)C1=NOC(=N1)[C@@H](C)N